C(C1=CC=CC=C1)OC(=O)N[C@@H](C(C1CC1)C1CC1)C=1N=C2N(N=C(C=C2)CC2(C(NCC(C2)C(F)F)=O)C(=O)OC)C1 Methyl 3-((2-((S)-1-(((benzyloxy)carbonyl)amino)-2,2-dicyclopropylethyl)imidazo[1,2-b]pyridazin-6-yl)methyl)-5-(difluoromethyl)-2-oxopiperidine-3-carboxylate